C(C)(C)(C)OC(=O)N1C(CNCC1)C1=C(C(N(C2=NC(=C(C=C12)Cl)C1=C(C(=CC(=C1F)Cl)Cl)N)C=1C(=NC=CC1C)C(C)C)=O)C#N (7-(2-amino-3,5-dichloro-6-fluorophenyl)-6-chloro-3-cyano-1-(2-isopropyl-4-methylpyridin-3-yl)-2-oxo-1,2-dihydro-1,8-naphthyridin-4-yl)piperazine-1-carboxylic acid tert-butyl ester